3-((4-(5-(2-chloro-[1,1'-biphenyl]-3-yl)-1,3,4-oxadiazol-2-yl)benzyl)amino)propanoic acid methyl ester COC(CCNCC1=CC=C(C=C1)C=1OC(=NN1)C=1C(=C(C=CC1)C1=CC=CC=C1)Cl)=O